C(C)O[C@H]1CC[C@@H](C2=CC=CC=C12)NCC[C@]1(CCOC2(CCCC2)C1)C1=NC=CC=C1 (1S,4S)-4-ethoxy-N-(2-((R)-9-(pyridine-2-yl)-6-oxaspiro[4.5]decan-9-yl)ethyl)-1,2,3,4-tetrahydronaphthalene-1-amine